C1(CCCCC1)C1=CC=C(CN(C(C2=CC=C(C=C2)OC)=O)C2=CC=C(C=C2)B(O)O)C=C1 (4-(N-(4-cyclohexylbenzyl)-4-methoxybenzamido)phenyl)boronic acid